(R)-N-(amino(5-(2-hydroxypropan-2-yl)-1-phenyl-1H-pyrazol-3-yl)(oxo)-λ6-sulfaneylidene)-2-(4-(cyclohexylethynyl)-2,6-diisopropylphenyl)acetamide N[S@](=NC(CC1=C(C=C(C=C1C(C)C)C#CC1CCCCC1)C(C)C)=O)(=O)C1=NN(C(=C1)C(C)(C)O)C1=CC=CC=C1